C(C1=CC=CC=C1)OC(=O)N[C@@H]1CN([C@H](C=CC1O)C)C(=O)OCC1=CC=CC=C1 benzyl (3R,7S)-3-(((benzyloxy)carbonyl)amino)-4-hydroxy-7-methyl-2,3,4,7-tetrahydro-1H-azepine-1-carboxylate